FC[C@@]1(CC[C@@H](N2C(C=3N([C@@H]1C2)C=C(C(C3O)=O)C(=O)NCC3=C(C=C(C=C3F)F)F)=O)C)O (3S,6S,7R)-6-(fluoromethyl)-6,12-dihydroxy-3-methyl-1,11-dioxo-N-(2,4,6-trifluorobenzyl)-1,4,5,6,7,11-hexahydro-3H-2,7-methanopyrido[1,2-a][1,4]diazonine-10-carboxamide